CC=1C=C(CN2C(N(CCC2=O)C=2C=NN3C2C=C(C=C3)C[C@H]3C[C@@H](N(CC3)C(=O)OC(C)(C)C)C)=O)C=CC1C tert-butyl (2S,4R)-4-((3-(3-(3,4-dimethylbenzyl)-2,4-dioxotetrahydropyrimidin-1(2H)-yl)pyrazolo[1,5-a]pyridin-5-yl)methyl)-2-methylpiperidine-1-carboxylate